C(CCC)N(CCO)CCCC.P(=O)(OCCCCCCCCCCC(C)C)(O)O Isotridecyl phosphate dibutylethanolamine salt